5-(2-fluoro-6-methyl-4-(pyrrolidin-2-yl)phenyl)-3-(1-methyl-1H-pyrazol-4-yl)-1H-pyrazolo[3,4-c]pyridine FC1=C(C(=CC(=C1)C1NCCC1)C)C=1C=C2C(=CN1)NN=C2C=2C=NN(C2)C